6-(5-cyclopropyl-2H-pyrazol-3-yl)-N-{6-methoxy-1-methylpyrazolo[4,3-c]pyridin-7-yl}pyridine-3-sulfonamide C1(CC1)C=1C=C(NN1)C1=CC=C(C=N1)S(=O)(=O)NC=1C2=C(C=NC1OC)C=NN2C